racemic-5-(2-(chroman-3-yl)-1H-benzo[d]imidazol-6-yl)oxazole O1C[C@H](CC2=CC=CC=C12)C1=NC2=C(N1)C=C(C=C2)C2=CN=CO2 |r|